N-((4r,5s,7r,8r,9s,10r)-8,10-dihydroxy-7-(hydroxymethyl)-9-(4-(3,4,5-trifluorophenyl)-1H-1,2,3-triazol-1-yl)-1,6-dioxaspiro[4.5]dec-4-yl)-4-phenoxybenzamide O[C@H]1[C@H](O[C@@]2([C@@H](CCO2)NC(C2=CC=C(C=C2)OC2=CC=CC=C2)=O)[C@@H]([C@H]1N1N=NC(=C1)C1=CC(=C(C(=C1)F)F)F)O)CO